C(C=CC=CC=CC=CC=CC=CC)=O 2,4,6,8,10,12-tetradecahexaenal